C1(\C=C\C(=O)OC(CCCO1)C)=O ethylene-propylene fumarate